C[C@@H]1CN(C[C@@H](O1)C)C(=O)C=1C2=C(N(N1)CC(=O)N1CCN(CC1)C1=C(C=C(C=C1)OC)C)CCC2 2-{3-[(2R,6S)-2,6-dimethylmorpholine-4-carbonyl]-5,6-dihydrocyclopenta[c]pyrazol-1(4H)-yl}-1-[4-(4-methoxy-2-methylphenyl)piperazin-1-yl]ethan-1-one